N1=C(C(=CC=C1)C(=O)N)C=1C=NC=CC1 [2,3'-bipyridine]-3-carboxamide